(6-(4-((4-(1H-pyrazol-4-yl)phenyl)amino)pyrimidin-2-yl)-1-methyl-1H-indol-2-yl)((3S,4R)-3-fluoro-4-hydroxypyrrolidin-1-yl)methanone N1N=CC(=C1)C1=CC=C(C=C1)NC1=NC(=NC=C1)C1=CC=C2C=C(N(C2=C1)C)C(=O)N1C[C@@H]([C@@H](C1)O)F